(2S,4R)-1-(L-valyl)-4-hydroxy-N-(4-(4-methylthiazol-5-yl)benzyl)pyrrolidine-2-carboxamide hydrochloride Cl.N[C@@H](C(C)C)C(=O)N1[C@@H](C[C@H](C1)O)C(=O)NCC1=CC=C(C=C1)C1=C(N=CS1)C